NC1=C(C=C(C=N1)C1=NN2C(=C1)[C@@]1(CN(CC1)C(=O)NC1(CCC1)C1=NC=CC=C1)OCC2)C#N |r| (rac)-2-(6-amino-5-cyanopyridin-3-yl)-N-[1-(pyridin-2-yl)cyclobutyl]-6,7-dihydrospiro[pyrazolo[5,1-c][1,4]oxazine-4,3'-pyrrolidine]-1'-carboxamide